C(C)(C)C1=C(NC2=C1N=C(S2)N2CC1(C2)CNC1)C=1C(=C(C(N(C1)C)=O)C)C 5-(6-isopropyl-2-(2,6-diazaspiro[3.3]hept-2-yl)-4H-pyrrolo[3,2-d]thiazol-5-yl)-1,3,4-trimethylpyridin-2(1H)-one